BrCC1C(O1)C(=O)[O-] 3-(bromomethyl)oxirane-2-carboxylate